2,5-dichloro-4-(1-((1-chlorocyclopropyl)methyl)-1H-pyrazol-4-yl)pyrimidine ClC1=NC=C(C(=N1)C=1C=NN(C1)CC1(CC1)Cl)Cl